methyl (R)-2-amino-3-(3-(2-ethylpyridin-3-yl)-5-fluorobenzamido)propanoate N[C@@H](C(=O)OC)CNC(C1=CC(=CC(=C1)F)C=1C(=NC=CC1)CC)=O